4-(((3-chloro-5-isopropylisoquinolin-8-yl)oxy)methyl)-3-methyl-oxazolidin-2-one tert-butyl-6-(((methylsulfonyl)oxy)methyl)-3-azabicyclo[3.1.0]hexane-3-carboxylate C(C)(C)(C)OC(=O)N1CC2C(C2C1)COS(=O)(=O)C.ClC=1N=CC2=C(C=CC(=C2C1)C(C)C)OCC1N(C(OC1)=O)C